dicyclohexyl-(2',4',6'-triisopropyl-[1,1'-biphenyl]-2-yl)phosphine 3-propylcarbonate CCCOC(O)=O.C1(CCCCC1)P(C1=C(C=CC=C1)C1=C(C=C(C=C1C(C)C)C(C)C)C(C)C)C1CCCCC1